ClC1=C(C=CC(=C1)Cl)C1=CC=C2C(=N1)SC(=N2)N 5-(2,4-dichlorophenyl)thiazolo[5,4-b]pyridin-2-amine